(±)-(2-(4-amino-2-((methylsulfinyl) methyl) phenoxy) ethyl) carbamate C(N)(OCCOC1=C(C=C(C=C1)N)C[S@](=O)C)=O |r|